CN([C@H]1CN(CC1)C(CC1=CC=C(C=C1)NC(=O)NCC1=CC=C(C=C1)Cl)=O)C N-(4-{2-[(3R)-3-(dimethylamino)pyrrolidinyl]-2-oxoethyl}phenyl){[(4-chlorophenyl)methyl]amino}carboxamide